O1N=C(N=C1)COCC(=O)C1=CC(=C(C=C1)C1=NOC(=N1)C(F)(F)F)F 2-((1,2,4-oxadiazol-3-yl)methoxy)-1-(3-fluoro-4-(5-(trifluoromethyl)-1,2,4-oxadiazol-3-yl)phenyl)ethan-1-one